BrC1=C2C=CC=NC2=C(N=C1)OC1=CC=C(C=C1)Cl 5-bromo-8-(4-chlorophenoxy)-1,7-naphthyridine